(S)-(1-((3',4'-dichloro-[1,1'-biphenyl]-4-yl) amino)-1-oxobutan-2-yl) carbamate C(N)(O[C@H](C(=O)NC1=CC=C(C=C1)C1=CC(=C(C=C1)Cl)Cl)CC)=O